tert-butyl (S)-2-((R)-1-hydroxy-1-phenylethyl)azetidine-1-carboxylate O[C@](C)(C1=CC=CC=C1)[C@H]1N(CC1)C(=O)OC(C)(C)C